FC(C1=CC=C(/C=C/C=2C=C([C@H]3[C@H](O)[C@H](O)[C@@H](CO)O3)N3N=CN=C(C23)N)C=C1)(F)F 7-((E)-4-(Trifluoromethyl)styryl)-4-aza-7,9-dideazaadenosine